(S)-2-(((2-nitro-4-sulfamoylphenyl)amino)methyl)morpholine-4-carboxylic acid tert-butyl ester C(C)(C)(C)OC(=O)N1C[C@@H](OCC1)CNC1=C(C=C(C=C1)S(N)(=O)=O)[N+](=O)[O-]